N-[(3R)-1-(4-{[1-(5-{2-[(dimethylamino)methyl]phenyl}-thiophen-2-yl)ethyl]amino}-2-methylpyrido[3,4-d]pyrimidin-6-yl)pyrrolidin-3-yl]acetamide CN(C)CC1=C(C=CC=C1)C1=CC=C(S1)C(C)NC=1C2=C(N=C(N1)C)C=NC(=C2)N2C[C@@H](CC2)NC(C)=O